ClC=1C=C2C(=CNC2=CC1)S(=O)(=O)C1=CC(=CC=C1)[N+](=O)[O-] 5-chloro-3-((3-nitrophenyl)sulfonyl)-1H-indole